ClC=1C=C(\C=C/2\C(C3=CC=C(C=C3C2)OCC2=CC=C(C(=O)O)C=C2)=O)C=C(C1)Cl (E)-4-(((2-(3,5-dichlorobenzylidene)-1-oxo-2,3-dihydro-1H-inden-5-yl)oxy)methyl)benzoic acid